O1CCC2=C1C=CC=C2 2H-benzofuran